C(C)OC(=O)C=1N=CC=2CN(CC(C2C1)CC(C)C)C1=CC(=C(C(=C1)F)Cl)F 7-(4-chloro-3,5-difluorophenyl)-5-isobutyl-5,6,7,8-tetrahydro-2,7-naphthyridine-3-carboxylic acid ethyl ester